C(C=C)(=O)NC(C)(C)[Na] acrylamidoisopropyl-sodium